tert-butyl 4-(7-(8-chloro-2-methylimidazo[1,2-a]pyridin-6-yl)-4-oxoquinazolin-3(4H)-yl)piperidine-1-carboxylate ClC=1C=2N(C=C(C1)C1=CC=C3C(N(C=NC3=C1)C1CCN(CC1)C(=O)OC(C)(C)C)=O)C=C(N2)C